C(C1=CC=CC=C1)OC(C(CCC(=O)O)O[Si](C1=CC=CC=C1)(C1=CC=CC=C1)C(C)(C)C)=O 5-(benzyloxy)-4-((tert-butyldiphenylsilyl)oxy)-5-oxopentanoic acid